FC1=C(C=C(C(=C1[C@H](CC(=O)O)NC([C@H](CC(C)C)N1C(N=CC(=C1)CCN1CC(C1)F)=O)=O)F)C)C1=C(C=CC=C1C)C (S)-3-(2,4-difluoro-2',5,6'-trimethyl-[1,1'-biphenyl]-3-yl)-3-((S)-2-(5-(2-(3-fluoroazetidin-1-yl)ethyl)-2-oxopyrimidin-1(2H)-yl)-4-methylpentanamido)propanoic acid